C(CCCCCCCCCCC)N(C(C(S(=O)(=O)OCC1(COC(OC1)(C)C)CN1C(=NC=C1)[N+](=O)[O-])(F)F)=O)CCCCCCCCCCCC (2,2-dimethyl-5-((2-nitro-1H-imidazol-1-yl)methyl)-1,3-dioxan-5-yl)methyl 2-(didodecylamino)-1,1-difluoro-2-oxoethane-1-sulfonate